7-Bromo-3-carboxycoumarin BrC1=CC=C2C=C(C(OC2=C1)=O)C(=O)O